ClC1=NN2C(C=N1)=C(C=C2C(C(C)O)(C)C)F 3-{2-chloro-5-fluoropyrrolo[2,1-f][1,2,4]triazin-7-yl}-3-methylbutan-2-ol